C(C)(C)(C)[Sn](OC(C)(C)C)(OC(C)(C)C)OC(C)(C)C tert-butyltris(tert-butoxy)tin